FC1=CC(=C(C=C1)[C@H]1[C@@H](C1)C(=O)OCC)B1OC(C(O1)(C)C)(C)C |r| rac-ethyl (1R,2R)-2-[4-fluoro-2-(4,4,5,5-tetramethyl-1,3,2-dioxaborolan-2-yl)phenyl]cyclopropane-1-carboxylate